tert-butyl 4-(7-hydroxyindazol-1-yl)piperidine-1-carboxylate OC=1C=CC=C2C=NN(C12)C1CCN(CC1)C(=O)OC(C)(C)C